bipyridine-2(1H)-carboxylate N1C(C=CC=C1)(C1=NC=CC=C1)C(=O)[O-]